C1(=CC=CC=C1)[C@H]1[C@@H](C1)C(=O)O racemic-(trans)-2-phenylcyclopropane-1-carboxylic acid